2-[2-(2-chloro-3-methyl-4-pyridinyl)ethynyl]-1-methyl-5-(3-pyridinyl)imidazole-4-carboxamide formate salt C(=O)O.ClC1=NC=CC(=C1C)C#CC=1N(C(=C(N1)C(=O)N)C=1C=NC=CC1)C